ClC=1C=C(C=C(C1CC=1OC(N(N1)C1CCCC1)=O)Cl)N1N=CC(NC1=O)=O 2-(3,5-dichloro-4-((4-cyclopentyl-5-oxo-4,5-dihydro-1,3,4-oxadiazol-2-yl)methyl)phenyl)-1,2,4-triazine-3,5(2H,4H)-dione